tert-butyl 2-(4-(2-ethoxy-2-oxoethoxy)phenyl)piperidine-1-carboxylate C(C)OC(COC1=CC=C(C=C1)C1N(CCCC1)C(=O)OC(C)(C)C)=O